COC1=NC=C(C(=N1)OC)C=1C=C(C=2N(N1)C=CN2)[C@@H]2[C@H](C2)C2=C(C(=C(C#N)C=C2)F)F 4-((1S,2S)-2-(6-(2,4-dimethoxypyrimidin-5-yl)imidazo[1,2-b]pyridazin-8-yl)cyclopropyl)-2,3-difluorobenzonitrile